cis-N-ethyl-3-(7-hydroxy-3,7-dihydro-[1,2]oxaborinino[5,6-d]pyrrolo[2,3-b]pyridin-9-yl)-4-methylpiperidine-1-carboxamide C(C)NC(=O)N1C[C@H]([C@H](CC1)C)C1=CB(OC=2C1=C1C(=NC2)NC=C1)O